(E)-1,3-bis(2-bromoethoxy)-2-(3,7-dimethyloct-2,6-dien-1-yl)-5-pentylbenzene BrCCOC1=C(C(=CC(=C1)CCCCC)OCCBr)C\C=C(\CCC=C(C)C)/C